FC=1C=C(/C=C/C=2N(C(C3=C(N2)N(N=C3)C)=O)C3=CC=CC=C3)C=CC1 (E)-6-(3-fluorostyryl)-1-methyl-5-phenyl-1H-pyrazolo[3,4-d]pyrimidin-4(5H)-one